8-chloro-9-fluoro-N,N-dimethyl-5,6-dihydro-4H-pyrrolo[3,2,1-ij]quinolin-5-amine ClC=1C=C2CC(CN3C2=C(C1F)C=C3)N(C)C